FC(C(F)F)(F)OCCC 1,1,2,2-Tetrafluoroethyl-n-propyl ether